trithiohydroxide S(SSO)O